tert-butyl (3-(6-acetyl-4-methylpyridin-3-yl)-1,6-naphthyridin-7-yl)carbamate C(C)(=O)C1=CC(=C(C=N1)C=1C=NC2=CC(=NC=C2C1)NC(OC(C)(C)C)=O)C